ClC1=CC=C2C(=CC=NC2=C1)N1CCNCC1 4-(7-chloroquinolin-4-yl)piperazin